C(CCCC)[Sn](CCCCC)CCCCC tripentyltin